3-amino-N-(3-(methylamino)-3-oxopropyl)-6-(3-methylimidazo[1,2-a]pyridin-6-yl)-5-(oxazol-2-yl)pyrazine-2-carboxamide NC=1C(=NC(=C(N1)C=1OC=CN1)C=1C=CC=2N(C1)C(=CN2)C)C(=O)NCCC(=O)NC